(menthylcarbonyloxy) heptanoate C(CCCCCC)(=O)OOC(=O)C1CC(CCC1C(C)C)C